(6Z,16Z)-12-((Z)-dec-4-en-1-yl)docosa-6,16-dien-11-yl 5-(dimethylamino)pentanoate CN(CCCCC(=O)OC(CCC\C=C/CCCCC)C(CCC\C=C/CCCCC)CCC\C=C/CCCCC)C